azacytidine acetate C(C)(=O)OC[C@@H]1[C@H]([C@H](N(O1)N1C(=O)N=C(N)C=C1)O)O